ClC1=CC=C(CNC(=O)C2CC23CCC(CC3)C3=CC=NC2=CC=C(C=C32)F)C=C1 N-(4-chlorobenzyl)-6-(6-fluoroquinolin-4-yl)spiro[2.5]octane-1-carboxamide